4-[(3-Fluoro-4-formyl-phenyl)methyl]benzoic acid tert-Butyl-4-[(3-fluoro-4-formyl-phenyl)methyl]benzoate C(C)(C)(C)OC(C1=CC=C(C=C1)CC1=CC(=C(C=C1)C=O)F)=O.FC=1C=C(C=CC1C=O)CC1=CC=C(C(=O)O)C=C1